3-(2-oxo-2,3-dihydro-1H-benzo[d]imidazol-1-yl)benzoic acid ethyl ester C(C)OC(C1=CC(=CC=C1)N1C(NC2=C1C=CC=C2)=O)=O